tert-butyl N-[(2S)-1-[7-bromo-2-chloro-4-(methylsulfanyl) furo[3,2-d]pyrimidin-6-yl]-1,1-difluoropropan-2-yl]carbamate BrC1=C(OC2=C1N=C(N=C2SC)Cl)C([C@H](C)NC(OC(C)(C)C)=O)(F)F